geranyl-propionate C(\C=C(/C)\CCC=C(C)C)OC(CC)=O